(1,4-dimethylpiperidin-4-yl)(4-(2-(2,6-dimethylpyridin-4-yl)-3-isopropyl-1H-indol-5-yl)piperidin-1-yl)methanone CN1CCC(CC1)(C)C(=O)N1CCC(CC1)C=1C=C2C(=C(NC2=CC1)C1=CC(=NC(=C1)C)C)C(C)C